tert-butyl N-[1-(4-benzyloxyphenyl)-4-piperidyl]-N-methyl-carbamate C(C1=CC=CC=C1)OC1=CC=C(C=C1)N1CCC(CC1)N(C(OC(C)(C)C)=O)C